O[C@@]1(C2(C(=C3[C@H](C(C=C3C1=O)(C)C)OC(C1=CC=C(C=C1)S(N)(=O)=O)=O)C)CC2)C (3'S,6'R)-6'-hydroxy-2',2',4',6'-tetramethyl-7'-oxo-2',3',6',7'-tetrahydrospiro[cyclopropane-1,5'-inden]-3'-yl-4-sulfamoylbenzoate